N1(N=CC=C1)C1=CC=C(C=N1)CNC1=C2N=CN(C2=NC(=N1)N1[C@@H](CCCC1)CCO)CC (S)-2-(1-(6-(((6-(1H-pyrazol-1-yl)pyridin-3-yl)methyl)amino)-9-ethyl-9H-purin-2-yl)piperidin-2-yl)ethan-1-ol